(7E)-10-bromo-7-decenyl acetate C(C)(=O)OCCCCCC\C=C\CCBr